Aspartylphenylalanine N[C@@H](CC(=O)O)C(=O)N[C@@H](CC1=CC=CC=C1)C(=O)O